(R)-N-((R)-1-(2-Chlorophenyl)ethyl)-4-(3-fluoropyridin-4-yl)-2-methylpiperazine-1-carboxamide ClC1=C(C=CC=C1)[C@@H](C)NC(=O)N1[C@@H](CN(CC1)C1=C(C=NC=C1)F)C